(R)-3-(1-Acryloylpyrrolidin-3-yl)-7-amino-1-(4-(2,3-difluorophenoxy)phenyl)-1,5-dihydro-4H-pyrazolo[3,4-d]pyridazin-4-on C(C=C)(=O)N1C[C@@H](CC1)C1=NN(C=2C(=NNC(C21)=O)N)C2=CC=C(C=C2)OC2=C(C(=CC=C2)F)F